2,3-bis(2,6-diisopropylanilino)-1,4-difluoroanthraquinone C(C)(C)C1=C(NC2=C(C=3C(C4=CC=CC=C4C(C3C(=C2NC2=C(C=CC=C2C(C)C)C(C)C)F)=O)=O)F)C(=CC=C1)C(C)C